6-amino-3-ethyl-3-methyl-1,4-dihydroquinolin-2-one NC=1C=C2CC(C(NC2=CC1)=O)(C)CC